2-isopropyl-2-isopentyl-1,3-butanediol dibenzoate C(C1=CC=CC=C1)(=O)OCC(C(C)OC(C1=CC=CC=C1)=O)(CCC(C)C)C(C)C